C(C)(=O)OC1C(OC(CC1OC(C)=O)Cl)NC(=O)OCC1=CC=CC=C1 (((benzyloxy)carbonyl)amino)-6-chlorotetrahydro-2H-pyran-3,4-diyl diacetate